O[C@H]1C[C@H]2C[C@@H]([C@H]3[C@@H]4CC[C@H]([C@@H](CCC)C)[C@]4(C(C[C@@H]3[C@]2(CC1)C)=O)C)O 3a,7β-Dihydroxy-12-keto-5β-cholan